BrC=1C=C2C=NC(=NC2=C(C1)COC)F 6-bromo-2-fluoro-8-(methoxymethyl)quinazoline